(1R,3r)-3-((R)-3-(1-(5-((R)-1-(2,4-dichlorophenyl)ethoxy)-6-methylpyridin-3-yl)azetidin-3-yl)piperidin-1-yl)-1-methylcyclobutane-1-carboxylic acid ClC1=C(C=CC(=C1)Cl)[C@@H](C)OC=1C=C(C=NC1C)N1CC(C1)[C@@H]1CN(CCC1)C1CC(C1)(C(=O)O)C